(1-(4-methylbenzyl)-1H-1,2,3-triazol-4-yl)cinnamic acid methyl ester COC(C(=CC1=CC=CC=C1)C=1N=NN(C1)CC1=CC=C(C=C1)C)=O